C(C=C(C(=O)N)CC(=O)N)(=O)N AconitAmid